(R)-6-bromo-2-methyl-N-(1-(6-methylpyridin-2-yl)ethyl)quinazolin-4-amine BrC=1C=C2C(=NC(=NC2=CC1)C)N[C@H](C)C1=NC(=CC=C1)C